5-(cyclopropylmethoxy)-4-methoxypyridine-2-carboxylic acid methyl ester COC(=O)C1=NC=C(C(=C1)OC)OCC1CC1